7-(trifluoromethyl)-1H-1,3-benzodiazole-5-carbaldehyde FC(C1=CC(=CC2=C1NC=N2)C=O)(F)F